OC1CC(C1)OC1=NC=CC(=C1)N1C2CN(CC1CC2)C(=O)OC(C)(C)C tert-butyl 8-[2-[(1s,3s)-3-hydroxycyclobutoxy]pyridin-4-yl]-3,8-diazabicyclo[3.2.1]octane-3-carboxylate